[3-(4-AMINOCINNOLIN-7-YL)-4-[3-(METHYLCARBAMOYL)-1H-PYRAZOL-1-YL]PHENYL]BORONIC ACID NC1=CN=NC2=CC(=CC=C12)C=1C=C(C=CC1N1N=C(C=C1)C(NC)=O)B(O)O